tert-butyl-5-(4,4,5,5-tetramethyl-1,3,2-dioxaborolan-2-yl)-3,6-dihydro-2H-pyridine C(C)(C)(C)C1NCC(=CC1)B1OC(C(O1)(C)C)(C)C